OP(O)OP(O)O.C(C)(C)(C)C1=C(C(=CC=C1)C(C)(C)C)C(O)(C(CO)(CO)CO)C1=C(C=CC=C1C(C)(C)C)C(C)(C)C di(2,6-di-t-butylphenyl)pentaerythritol diphosphite